(S)-4-(1-((4-methyl-4H-1,2,4-triazol-3-yl)thio)ethyl)pyridin-2-amine CN1C(=NN=C1)S[C@@H](C)C1=CC(=NC=C1)N